tert-butyl N-(1-{6-[3-(azetidine-1-carbonyl)-2-hydroxyphenyl]-3-(3-fluoro-5-methylphenyl)quinolin-4-yl}piperidin-4-yl)carbamate N1(CCC1)C(=O)C=1C(=C(C=CC1)C=1C=C2C(=C(C=NC2=CC1)C1=CC(=CC(=C1)C)F)N1CCC(CC1)NC(OC(C)(C)C)=O)O